[K].S(=O)(=O)(O)N=C=O sulfoisocyanate potassium